C(C)(C)(C)OC(=O)N1CC=2N([C@H](C1)C)C(=NC2)C(C)O (5S)-3-(1-hydroxyethyl)-5-methyl-5,6-dihydroimidazo[1,5-a]pyrazine-7(8H)-carboxylic acid tert-butyl ester